2-((1-methylcyclopropyl)ethynyl)pyridine CC1(CC1)C#CC1=NC=CC=C1